(R)-3-(benzyloxy)-1-(2-(4-(trifluoromethyl)phenyl)-2-hydroxyethyl)-2-methylpyridin-4(1H)-one C(C1=CC=CC=C1)OC1=C(N(C=CC1=O)C[C@H](O)C1=CC=C(C=C1)C(F)(F)F)C